[C@H]1([C@H](C([C@H]([C@H](C1O)O)O)(O)P(=O)=O)O)O 3-phosphoinositol